4-(2,1,3-benzothiadiazole-4-sulfonamido)-2-hydroxybenzoic acid N=1SN=C2C1C=CC=C2S(=O)(=O)NC2=CC(=C(C(=O)O)C=C2)O